C(C)(C)(C)N1N=C(C=C1NC(OCC1=CC=CC=C1)=O)[C@@H]1C[C@@H]([C@@H](C1)C)O |r| rac-benzyl (1-(tert-butyl)-3-((1S,3S,4R)-3-hydroxy-4-methylcyclopentyl)-1H-pyrazol-5-yl)carbamate